C(C)C1=CC=C(C(=O)NC=2C=CC(=C(C(=O)O)C2)O)C=C1 5-(4-Ethylbenzamido)-2-hydroxybenzoic acid